BrC1=CC(=C(C=C1)C1=CC=C(O1)C(=O)O)C 5-(4-bromo-2-methylphenyl)furan-2-carboxylic acid